Cl.C1NCCC12CCN(CC2)C2=CC=C(C=C2)C2C(NC(CC2)=O)=O 3-(4-{2,8-diazaspiro[4.5]decan-8-yl}phenyl)piperidine-2,6-dione hydrochloride